1-[3-[5-amino-6-(1,2-dideuterio-4,4-dimethyl-cyclohexyl)-2-pyridyl]-6,7-dideuterio-1,5-dimethyl-8-azabicyclo[3.2.1]oct-2-en-8-yl]ethanone NC=1C=CC(=NC1C1(C(CC(CC1)(C)C)[2H])[2H])C1=CC2(C(C(C(C1)(N2C(C)=O)C)[2H])[2H])C